BrC=1N(C(=C(N1)F)C(=O)OCC)C[C@H]1OCC1 ethyl (S)-2-bromo-4-fluoro-1-(oxetan-2-ylmethyl)-1H-imidazole-5-carboxylate